C1N(CC12CNC2)C(=O)[O-] 2,6-diazaspiro[3.3]heptane-2-carboxylate